2-((S)-1-acryloyl-4-((R)-7-(8-chloro-3,4-dihydroquinolin-1(2H)-yl)-2-(((S)-1-methylpyrrolidin-2-yl)methoxy)-5,6,7,8-tetrahydroquinazolin-4-yl)piperazin-2-yl)acetonitrile C(C=C)(=O)N1[C@H](CN(CC1)C1=NC(=NC=2C[C@@H](CCC12)N1CCCC2=CC=CC(=C12)Cl)OC[C@H]1N(CCC1)C)CC#N